CON(C1=C(C=CC=C1)[N+](=O)[O-])CCCC1=CC=CC=C1 methoxy-2-nitro-N-(3-phenylpropyl)aniline